NC=1C(=NC(=NC1N)O)O 5,6-diamino-2,4-dihydroxypyrimidine